(3aS,4R,6aR)-N-(6-chloro-3-pyridazinyl)octahydrocyclopenta[c]pyrrol-4-amine dihydrochloride Cl.Cl.ClC1=CC=C(N=N1)N[C@@H]1CC[C@H]2CNC[C@H]21